tert-butyl (2-(6-chloro-1-(3,4-dichlorophenyl)-2-(phenylamino)-9H-carbazol-9-yl)ethyl)carbamate ClC=1C=C2C=3C=CC(=C(C3N(C2=CC1)CCNC(OC(C)(C)C)=O)C1=CC(=C(C=C1)Cl)Cl)NC1=CC=CC=C1